2(5H)-Thiophenone S1C(C=CC1)=O